NC=1C=CC2=C(N(C(N2C)=O)C[C@@H]2NC(OC2)=O)C1 (4S)-4-[(6-amino-3-methyl-2-oxo-benzimidazol-1-yl)methyl]oxazolidin-2-one